O=C1C2=C(N(CC=C2)C(=O)OC(C)(C)C)CC12CCNCC2 tert-Butyl 5-oxo-5,7-dihydrospiro[cyclopenta[b]pyridine-6,4'-piperidine]-1-carboxylate